C(C)(C)(C)C1=CC(=NC=C1)C1=CC(=CC2=C1OC1=C2C=CC=C1)OC1=CC=2NC3=CC=CC=C3C2C=C1 2-((4-(4-(tert-butyl)pyridin-2-yl)dibenzo[b,d]-furan-2-yl)oxy)-9H-carbazole